(S)-3-(1-(5-cyanopyridin-3-yl)pyrrolidin-3-yl)-4-methyl-N-(4-(trifluoromethoxy)pyridin-2-yl)benzamide C(#N)C=1C=C(C=NC1)N1C[C@@H](CC1)C=1C=C(C(=O)NC2=NC=CC(=C2)OC(F)(F)F)C=CC1C